androst-4-ene-3,11,17-trione C[C@@]12C(CC[C@H]1[C@@H]1CCC3=CC(CC[C@]3(C)[C@H]1C(C2)=O)=O)=O